(M)-6-Chloro-4-[(2S,5R)-2,5-dimethyl-4-prop-2-enoyl-piperazin-1-yl]-1-(2-isopropyl-4-methyl-3-pyridyl)-7-(2-methyl-3-thienyl)pyrido[2,3-d]pyrimidin-2-one ClC1=CC2=C(N(C(N=C2N2[C@H](CN([C@@H](C2)C)C(C=C)=O)C)=O)C=2C(=NC=CC2C)C(C)C)N=C1C1=C(SC=C1)C